decyl-methyl-(4-methylphenyl)silane ethyl-7-bromo-4-oxo-4,5-dihydro-1H-pyrrolo[3,2-b:4,5-b']dipyridine-3-carboxylate C(C)OC(=O)C=1C(C2=C(NC1)C1=NC=C(C=C1N2)Br)=O.C(CCCCCCCCC)[SiH](C2=CC=C(C=C2)C)C